[4'-[2-{3-(9H-carbazol-9-yl)phenyl}-9H-carbazol-9-yl]biphenyl-4-yl]-3,5-diphenyl-1,3,5-triazine C1=CC=CC=2C3=CC=CC=C3N(C12)C=1C=C(C=CC1)C1=CC=2N(C3=CC=CC=C3C2C=C1)C1=CC=C(C=C1)C1=CC=C(C=C1)C1N=CN(CN1C1=CC=CC=C1)C1=CC=CC=C1